N-[(4S)-chroman-4-yl]-8-(3,5-dichlorophenyl)-4-(morpholin-4-yl)-1,5-naphthyridine-3-carboxamide O1CC[C@@H](C2=CC=CC=C12)NC(=O)C=1C=NC2=C(C=CN=C2C1N1CCOCC1)C1=CC(=CC(=C1)Cl)Cl